C(C)(C)OC([C@@H](N)CC(C)C)=O L-leucine isopropyl ester